N-(3-(2-chloro-3-(3-(3-hydroxypyrrolidin-1-yl)propoxy)phenyl)anilino)pyrazinoisothiazole ClC1=C(C=CC=C1OCCCN1CC(CC1)O)C=1C=C(NN2SC3=C(C2)N=CC=N3)C=CC1